C(C)(C)(C)OC(=O)N[C@@H](COC1=CC=C(C(=C1C(=O)OC)NC)[N+](=O)[O-])CC1=CC=CC=C1 methyl (R)-6-(2-((tert-butoxycarbonyl)amino)-3-phenylpropoxy)-2-(methylamino)-3-nitrobenzoate